[Br-].O(CC[N+](CCCNS(=O)(=O)CCC(C(C(C(C(C(F)(F)F)(F)F)(F)F)(F)F)(F)F)(F)F)(C)C)CC[N+](CCCNS(=O)(=O)CCC(C(C(C(C(C(F)(F)F)(F)F)(F)F)(F)F)(F)F)(F)F)(C)C.[Br-] N,N'-(oxybis(ethane-2,1-diyl))bis(N,N-dimethyl-3-((3,3,4,4,5,5,6,6,7,7,8,8,8-tridecafluorooctyl)sulfonamido)propan-1-aminium) bromide